C(C)OC1=CC=C(C=C1)C(\C=C\C1=CC(=C(C=C1)O)C(C)C(=C)C)=O (E)-1-(4-ethoxyphenyl)-3-[4-hydroxy-3-(3-methyl-3-buten-2-yl)phenyl]-2-propen-1-one